ClC1=CC=C(C=C1)[C@@]1(N(C(C2=CC(=CC=C12)C(C)(C)O)=O)CC1=CC=C(C#N)C=C1)OCC1(CC1)CO 4-{[(1R)-1-(4-chlorophenyl)-1-([1-(hydroxymethyl)cyclopropyl]methoxy)-5-(2-hydroxypropan-2-yl)-3-oxo-2,3-dihydro-1H-isoindol-2-yl]methyl}benzonitrile